5-chloro-2,2-dimethyl-2H-chromene-6-carbonitrile ClC1=C2C=CC(OC2=CC=C1C#N)(C)C